[Al].[Li] lithium aluminum salt